N(=[N+]=[N-])CC1=C(N=C(N1CC1=CC=C(C=C1)C=1C(=CC=CC1)C#N)CCCC)Cl 4'-((5-(azidomethyl)-2-butyl-4-chloro-1H-imidazol-1-yl)methyl)-[1,1'-biphenyl]-2-nitrile